N1N=CC2=C(C=CC=C12)C=1C=CC=2N(C3=CC=C(C=C3OC2C1)C1=C2C=NNC2=CC=C1)C1CC(C1)=O 3-(3,7-di(1H-indazol-4-yl)-10H-phenoxazin-10-yl)cyclobutan-1-one